Cis-6-Bromo-3-(4-(2,4-dimethyl-3-(1H-pyrazol-4-yl)piperazin-1-yl)pyrimidin-2-yl)imidazo[1,2-a]pyrazine BrC=1N=CC=2N(C1)C(=CN2)C2=NC=CC(=N2)N2[C@H]([C@H](N(CC2)C)C=2C=NNC2)C